2-(methylthio)-6,7-dihydro-5H-pyrrolo[3,4-d]pyrimidine 2,2,2-trifluoroacetate FC(C(=O)O)(F)F.CSC=1N=CC2=C(N1)CNC2